3-bromo-N-(furan-2-ylmethyl)benzamide C1=CC(=CC(=C1)Br)C(=O)NCC2=CC=CO2